O=C1[C@H](CCCC[C@@H]2N1[C@@H](CC2)C(=O)N2C1(CC1)CC(C2)C2=CC=CC=C2)NC(=O)C2=CC=C1C=CC(=NC1=C2)CP(O)(O)=O ((7-(((3S,6S,10aS)-5-oxo-3-(6-phenyl-4-azaspiro[2.4]heptane-4-carbonyl)decahydropyrrolo[1,2-a]azocin-6-yl)carbamoyl)quinolin-2-yl)methyl)phosphonic acid